5-[4-[[3-(2,4-dimethyl-1,3-thiazol-5-yl)-6-oxopyridazin-1-yl]methyl]piperidin-1-yl]pyridin-2-carbonitrile CC=1SC(=C(N1)C)C1=NN(C(C=C1)=O)CC1CCN(CC1)C=1C=CC(=NC1)C#N